CN(C(OC(C)(C)C)=O)[C@H](C(N[C@@H]1C(N2[C@@H](SCC1)CCC2C(N[C@@H]2CCCC1=CC=CC=C21)=O)=O)=O)C tert-Butyl methyl((2S)-1-oxo-1-(((4S,9aS)-5-oxo-7-(((R)-1,2,3,4-tetrahydronaphthalen-1-yl)carbamoyl)octahydropyrrolo[2,1-b][1,3]thiazepin-4-yl)amino)propan-2-yl)carbamate